CC=1C=C(C=C(C1)C)C1=C(C(=C2C=CC=CC2=C1)C1=CC(=CC2=CC=CC=C12)C1=CC(=CC(=C1)C)C)O (S)-3,3'-bis[3,5-dimethylphenyl]-1,1'-binaphthol